4-((1H-imidazol-2-yl)methyl)piperidine hydrochloride salt Cl.N1C(=NC=C1)CC1CCNCC1